C(C1=CC=CC=C1)SC1=CC(C=2C3=C(N=C(C2C1=O)CC)N(C(N(C3=O)C)=O)C)=O 8-(benzylthio)-6-ethyl-2,4-dimethylpyrimido[4,5-c]isoquinoline-1,3,7,10(2H,4H)-tetraone